FC(C1=CC=C(C=CC(=O)O)C=C1)(F)F 4-(trifluoromethyl)cinnamic acid